(ethylsulfonyl)-3-ethoxypyridin-2-amine C(C)S(=O)(=O)C1=C(C(=NC=C1)N)OCC